6-(6-amino-1-(2,6-difluorobenzyl)-1H-pyrazolo[3,4-d]pyrimidin-4-yl)picolinonitrile NC1=NC(=C2C(=N1)N(N=C2)CC2=C(C=CC=C2F)F)C2=CC=CC(=N2)C#N